Cl.C12N(CCNC2CC1)C1=C(N(C=2N(C1=O)N=C(N2)Br)CC(=O)NC2=C(C=C(C=C2)C(F)(F)F)Cl)CC 2-(6-(2,5-diazabicyclo[4.2.0]octan-2-yl)-2-bromo-5-ethyl-7-oxo-[1,2,4]triazolo[1,5-a]pyrimidin-4(7H)-yl)-N-(2-chloro-4-(trifluoromethyl)phenyl)acetamide hydrochloride